FC1=C2N=CC(=NC2=CC=C1)N 5-fluoroquinoxaline-2-amine